N1=C(C=CC=C1)C(CC)=O 1-(pyridin-2-yl)propan-1-one